FC=1C=C(C=CC1)C1=C(SC=C1)C(=O)O m-fluorophenylthiophenic acid